C(C)(C)(C)OC(=O)N1C(CCCC1)N1CC2=C(C3=C(N=CN=C3Cl)N2CC1)Br (5-bromo-4-chloro-8,9-dihydropyrazino[1',2':1,5]pyrrolo[2,3-d]pyrimidin-7(6H)-yl)piperidine-1-carboxylic acid tert-butyl ester